4-(2-acryloyloxyethyl-oxy)-4'-cyanobiphenyl C(C=C)(=O)OCCOC1=CC=C(C=C1)C1=CC=C(C=C1)C#N